8-decene CCCCCCCC=CC